zinc-cesium [Cs].[Zn]